N=1C=NN2C1C=C(C=C2)OC2=C(C=C(C=C2)NC2=NC=NC1=CC=CC(=C21)O[C@H]2C(CN(CC2)CC)(F)F)C (R)-N-(4-([1,2,4]triazolo[1,5-a]pyridin-7-yloxy)-3-methylphenyl)-5-((1-ethyl-3,3-difluoropiperidin-4-yl)oxy)quinazolin-4-amine